[Fe+2].C(=O)(O)C1=CC=C(C=C1)C=1C2=CC=C(N2)C(=C2C=CC(C(=C3C=CC(=C(C=4C=CC1N4)C4=CC=C(C=C4)C(=O)O)N3)C3=CC=C(C=C3)C(=O)O)=N2)C2=CC=C(C=C2)C(=O)O 5,10,15,20-tetrakis(4-carboxyphenyl)porphyrin iron (II)